N-methyl-2-(3-(5-methylthiophen-2-yl)-6-oxopyridazin-1(6H)-yl)-N-phenylacetamide CN(C(CN1N=C(C=CC1=O)C=1SC(=CC1)C)=O)C1=CC=CC=C1